C1(CC1)S(=O)(=O)NC1=NC=CC(=N1)C(C(=O)NC1=C(C=C(C=C1)C1=NC(=CN=C1)C(F)(F)F)F)(C)C 2-(2-(cyclopropanesulfonamido)pyrimidin-4-yl)-N-(2-fluoro-4-(6-(trifluoromethyl)pyrazin-2-yl)phenyl)-2-methylpropanamide